(3S)-N-[4-methyl-3-[2-(1-methylpyrazol-3-yl)-6-(morpholin-4-yl)pyridin-4-yl]phenyl]-3-(2,2,2-trifluoroethyl)pyrrolidine-1-carboxamide CC1=C(C=C(C=C1)NC(=O)N1C[C@@H](CC1)CC(F)(F)F)C1=CC(=NC(=C1)N1CCOCC1)C1=NN(C=C1)C